C(C)(=O)O[C@@H]1[C@H](O[C@@H]([C@@H]([C@H]1OC(C)=O)OC(C)=O)CCC)COC(C)=O (2R,3R,4R,5S,6R)-2-(acetoxymethyl)-6-propyltetrahydro-2H-pyran-3,4,5-triyl triacetate